ClC1=C(C=C(C(=O)NC2=CC(=CC=C2)NS(=O)(=O)C2=CC=CC=C2)C=C1)C#N 4-chloro-3-cyano-N-(3-(phenylsulfonamido)phenyl)benzamide